3-((3-(2-(3-aminocyclopentyloxy)-5-chloro-3-methylphenyl)-2-methyl-2H-thieno[3,2-c]pyrazol-5-yl)methyl)-6,6-dimethyl-3-azabicyclo[3.1.0]hexane-2,4-dione NC1CC(CC1)OC1=C(C=C(C=C1C)Cl)C1=C2C(=NN1C)C=C(S2)CN2C(C1C(C1C2=O)(C)C)=O